N-(5-fluoropyridin-2-yl)benzamide FC=1C=CC(=NC1)NC(C1=CC=CC=C1)=O